COC(C1CCN(CC1)C1=NOC(=C1)[C@@H](C(=O)N1[C@@H](C[C@H](C1)O)C(=O)N[C@@H](C)C1=CC=C(C=C1)C1=C(N=CS1)C)C(C)C)OC (2S,4R)-1-[(2S)-2-[3-[4-(dimethoxymethyl)-1-piperidinyl]isoxazol-5-yl]-3-methyl-butyryl]-4-hydroxy-N-[(1S)-1-[4-(4-methylthiazol-5-yl)phenyl]ethyl]pyrrolidine-2-carboxamide